CC1(C(C2CCC1C2)C21COC(CC2)(CC1)C)C 4-(3,3-dimethyl-bicyclo(2.2.1)hept-2-yl)-1-methyl-2-oxabicyclo(2.2.2)octane